(S)-N-((S)-1-(5-(2-Cyclopropyl-1-oxo-1,2-dihydroisochinolin-6-yl)-1H-imidazol-2-yl)-7-oxononyl)-6-ethyl-6-azaspiro[2.5]octan-1-carboxamid C1(CC1)N1C(C2=CC=C(C=C2C=C1)C1=CN=C(N1)[C@H](CCCCCC(CC)=O)NC(=O)[C@H]1CC12CCN(CC2)CC)=O